BrC1=NN(C=C1C(O)C1=CC(=NO1)CC)C (3-bromo-1-methyl-1H-pyrazol-4-yl)(3-ethylisoxazol-5-yl)methanol